N'-hydroxy-4-(trifluoromethyl)benzimidamide ON=C(C1=CC=C(C=C1)C(F)(F)F)N